5-(2-{5-[(7R)-7-amino-2-azabicyclo[2.2.1]heptane-2-carbonyl]-7-methoxy-1-methyl-1H-1,3-benzodiazol-2-yl}-1-(cyclopropylmethyl)-1H-pyrrolo[2,3-b]pyridin-6-yl)-2-methoxyphenol N[C@H]1C2N(CC1CC2)C(=O)C2=CC1=C(N(C(=N1)C1=CC=3C(=NC(=CC3)C=3C=CC(=C(C3)O)OC)N1CC1CC1)C)C(=C2)OC